Ethyl (S)-3-(2'-ethyl-4,4'-difluoro-6'-(hex-5-en-1-yl)-5-(trifluoromethyl)-[1,1'-biphenyl]-3-yl)-3-((R)-2-hydroxypent-4-enamido)propanoate C(C)C1=C(C(=CC(=C1)F)CCCCC=C)C1=CC(=C(C(=C1)C(F)(F)F)F)[C@H](CC(=O)OCC)NC([C@@H](CC=C)O)=O